1-p-tolyl-N-(2,3,6-trifluoro-4-((3-(2-(((3S,5S)-5-fluoro-5-methylpiperidin-3-yl)amino)pyrimidin-4-yl)pyridin-2-yl)oxy)phenyl)methanesulfonamide C1(=CC=C(C=C1)CS(=O)(=O)NC1=C(C(=C(C=C1F)OC1=NC=CC=C1C1=NC(=NC=C1)N[C@@H]1CNC[C@@](C1)(C)F)F)F)C